(E)-1-(2-(benzyloxy)-6-hydroxyphenyl)-3-(3,4,5-tris(benzyloxy)phenyl)prop-2-en-1-one C(C1=CC=CC=C1)OC1=C(C(=CC=C1)O)C(\C=C\C1=CC(=C(C(=C1)OCC1=CC=CC=C1)OCC1=CC=CC=C1)OCC1=CC=CC=C1)=O